2,7,9-Trichloroacridine ClC1=CC2=C(C3=CC(=CC=C3N=C2C=C1)Cl)Cl